FC1=C(C(N(C2=C(C(=C(C(=C12)F)S(=O)(=O)O)F)F)C1=C(C(=C(C(=C1F)F)Br)F)OC(F)(F)F)=O)C1=C(C(=C(C(=C1F)F)F)F)F.CN(C(C1=CC=CC=C1)=O)C N,N-dimethyl-Benzoamide perfluorophenyl-1-(4-bromo-5-fluoro-2-methoxyphenyl)-5-fluoro-2-oxo-1,2-dihydroquinoline-6-sulfonate